PENTAMETHYL-4(5H)-INDANONE CC1C(C(C=2C=CCC(C12)=O)(C)C)(C)C